tert-Butyl 4-[2-[3-[[1-(1,3-benzothiazol-2-yl)-2-(3-carbamimidoylphenyl)ethyl]sulfamoyl]anilino]-2-oxo-ethyl]piperidine-1-carboxylate S1C(=NC2=C1C=CC=C2)C(CC2=CC(=CC=C2)C(N)=N)NS(=O)(=O)C=2C=C(NC(CC1CCN(CC1)C(=O)OC(C)(C)C)=O)C=CC2